C(C(C)C)(=O)OC=1C(=NC=CC1OC)C(N[C@H](C(=O)NC1CC(C1)(F)F)C)=O (S)-2-((1-((3,3-difluorocyclobutyl)amino)-1-oxopropan-2-yl)carbamoyl)-4-methoxypyridin-3-yl isobutyrate